mercury-indium [In].[Hg]